(2S,3R,5R,6S)-5-(benzyloxy)-6-methoxy-2-(tributylstannyl)tetrahydro-2H-pyran-3-ol C(C1=CC=CC=C1)O[C@@H]1C[C@H]([C@@H](O[C@@H]1OC)[Sn](CCCC)(CCCC)CCCC)O